1-((R)-4-((4-(((R)-1-(3-(difluoromethyl)-2-fluorophenyl)ethyl)amino)-2-methylpyrido[3,4-d]pyrimidin-6-yl)sulfonyl)-2-methylpiperazin-1-yl)ethan-1-one FC(C=1C(=C(C=CC1)[C@@H](C)NC=1C2=C(N=C(N1)C)C=NC(=C2)S(=O)(=O)N2C[C@H](N(CC2)C(C)=O)C)F)F